C(#N)C(C(=O)N1CCC(CC1)C1C=2N(NCC1)C(=C(N2)C2=CC=C(C=C2)OC2=CC=CC=C2)C(=O)N)=CC(C)C 8-[1-(2-cyano-4-methyl-pent-2-enoyl)-piperidin-4-yl]-2-(4-phenoxy-phenyl)-5,6,7,8-tetrahydro-imidazo[1,2-b]pyridazine-3-carboxamide